methyl 3-methoxycyclobutane-1-carboxylate COC1CC(C1)C(=O)OC